4-[4-fluoro-1-(8-fluoro-[1,2,4]triazolo[1,5-c]pyrimidin-5-yl)piperidine-4-carbonyl]-3,5-dihydro-2H-pyrido[3,4-f][1,4]oxazepine-9-carbonitrile FC1(CCN(CC1)C1=NC=C(C=2N1N=CN2)F)C(=O)N2CCOC1=C(C2)C=NC=C1C#N